O1CCNC2=C1C=C(C=C2)[C@@H]2N(C[C@H](CC2)C)C(C(=O)NC=2C=C(C(=NC2)OC)C(=O)N)=O 5-[[2-[(2R,5S)-2-(3,4-dihydro-2H-1,4-benzoxazin-7-yl)-5-methyl-1-piperidyl]-2-oxo-acetyl]amino]-2-methoxy-pyridine-3-carboxamide